C(C)(C)(C)N1N=NC(=C1)[C@H](C=1N=CSC1)NC=1C=C2C(=C(C=NC2=C(C1)Cl)C#N)NC1=CC(=C(C=C1)F)Cl (S)-6-(((1-(tert-butyl)-1H-1,2,3-triazol-4-yl)(thiazol-4-yl)methyl)amino)-8-chloro-4-((3-chloro-4-fluorophenyl)amino)quinoline-3-carbonitrile